1-(6'-Chloro-4-((2R,3S)-2-methyl-3-((methylsulfonyl)methyl)azetidin-1-yl)-[2,2'-bipyridin]-6-yl)-6-(4-methoxypyridin-3-yl)-4-methyl-1H-pyrazolo[4,3-c]pyridine ClC1=CC=CC(=N1)C1=NC(=CC(=C1)N1[C@@H]([C@H](C1)CS(=O)(=O)C)C)N1N=CC=2C(=NC(=CC21)C=2C=NC=CC2OC)C